CC=1C(C(C(C1C)C)C)O 2,3,4,5-tetramethylcyclopent-2-en-1-ol